CC(C)N1CCN(CC1)C1=CC=C(C=C1)C=1C=C2C=C(C(NC2=CC1)=O)C1=NC=CC=C1 6-{4-[4-(propan-2-yl)piperazin-1-yl]phenyl}-3-(pyridin-2-yl)-1,2-dihydroquinolin-2-one